ClC=1C=C(C=C2C=C(N=CC12)NC(=O)[C@H]1[C@H](C1)F)N1C(OCC1C)=O (1S,2S)-N-(8-chloro-6-(4-methyl-2-oxooxazolidin-3-yl)isoquinolin-3-yl)-2-fluorocyclopropanecarboxamide